[Br].C(C)(C)(C)C1=CC=C(N)C=C1 4-tertiary butyl-aniline bromine